C(C=C)[Sn](CCC(C(C(C(F)(F)F)(F)F)(F)F)(F)F)(CCC(C(C(C(F)(F)F)(F)F)(F)F)(F)F)CCC(C(C(C(F)(F)F)(F)F)(F)F)(F)F allyl-tri(3,3,4,4,5,5,6,6,6-nonafluorohexyl)stannane